(S)-3-(3,5-dichloro-4-fluorophenyl)-1-(8-fluoro-6-oxo-1,4,5,6-tetrahydro-2H-pyrano[3,4-c]isoquinolin-1-yl)-1-methylurea ClC=1C=C(C=C(C1F)Cl)NC(N(C)[C@@H]1COCC=2NC(C=3C=C(C=CC3C21)F)=O)=O